3-Phenylaminopropyltrimethoxysilan C1(=CC=CC=C1)NCCC[Si](OC)(OC)OC